N-(2-chloro-4-pyridyl)carbamic acid phenyl ester C1(=CC=CC=C1)OC(NC1=CC(=NC=C1)Cl)=O